CC1=NOC(=C1C=1C=CC(=C(C1)N(CCCCCOCC(=O)O)C1=CC=C(C=C1)N1C=NC(=C1)C)C)C 2-((5-((5-(3,5-Dimethylisoxazol-4-yl)-2-methylphenyl)(4-(4-methyl-1H-imidazol-1-yl)phenyl)amino)pentyl)oxy)acetic acid